acryloyloxydecyl-methyl-diethoxysilane C(C=C)(=O)OCCCCCCCCCC[Si](OCC)(OCC)C